C1=C(C=C(C=2C(C3=CC=CC=C3C(C12)=O)=O)C(=O)O)C(=O)O 4-anthraquinone-dicarboxylic acid